CCCCCCCCC(CCCCCCC)=O (Z)-9-hexadecaldehyde